4-(7-((1R,3R)-3-aminocyclopentyl)-4-((1-((1-hydroxycyclobutyl)methyl)-1H-pyrazol-4-yl)oxy)-7H-pyrrolo[2,3-d]pyrimidin-5-yl)-2-fluorobenzonitrile N[C@H]1C[C@@H](CC1)N1C=C(C2=C1N=CN=C2OC=2C=NN(C2)CC2(CCC2)O)C2=CC(=C(C#N)C=C2)F